(1S)-2,3,4,5-tetrahydro-3-methyl-2-oxo-1H-3-benzazepine CN1CCC2=C(CC1=O)C=CC=C2